(4,4-difluoro-1-piperidinyl)(3-(1-methyl-1H-pyrazolo[3,4-c]pyridin-5-yl)-6-quinoxalinyl)methanone FC1(CCN(CC1)C(=O)C=1C=C2N=C(C=NC2=CC1)C=1C=C2C(=CN1)N(N=C2)C)F